N1(CCCCC1)CC=1C=C(C=NC1)C=1C=C2C=C(N=CC2=CC1)N 6-(5-(piperidin-1-ylmethyl)pyridin-3-yl)isoquinolin-3-amine